(5aR,5bS,7aS,8S,10aS,10bR)-2-((2-chlorophenyl)amino)-5a,7a-dimethyl-5,5a,5b,6,7,7a,8,9,10,10a,10b,11-dodecahydro-4H-cyclopenta[7,8]phenanthro[2,1-d]thiazol-8-ol ClC1=C(C=CC=C1)NC=1SC2=C(N1)CC[C@@]1([C@H]3CC[C@]4([C@H]([C@@H]3CC=C12)CC[C@@H]4O)C)C